N-(3-((1S,3S)-3-hydroxycyclopentyl)-1H-pyrazol-5-yl)-2-(3-methylisoxazol-5-yl)acetamide O[C@@H]1C[C@H](CC1)C1=NNC(=C1)NC(CC1=CC(=NO1)C)=O